C(C1=CC=CC=C1)OC1=C(C(=C2C=CC(=CC2=C1)NC(CC1CCN(CC1)C=1C=2C3=C(C(N(C3=CC1)C1C(NC(CC1)=O)=O)=O)C=CC2)=O)F)N2S(NC(C2)=O)(=O)=O N-[7-benzyloxy-5-fluoro-6-(1,1,4-trioxo-1,2,5-thiadiazolidin-2-yl)-2-naphthyl]-2-[1-[1-(2,6-dioxo-3-piperidyl)-2-oxo-benzo[cd]indol-6-yl]-4-piperidyl]acetamide